tert-Butyl (4-amino-2-methylphenyl)(methyl)carbamate NC1=CC(=C(C=C1)N(C(OC(C)(C)C)=O)C)C